ClC=1C(=NC=CC1)C=1OC=NN1 2-(3-Chloropyridin-2-yl)-1,3,4-oxadiazole